5-Oct-6-enyloxy-pentan-2-one C(CCCCC=CC)OCCCC(C)=O